FC1(CC(=C(C=C1)C1=CC=CC=C1)C(F)(F)F)C1=NNC(O[C@H]1C)=O (6S)-5-[4-fluoro-2-(trifluoromethyl)[biphenyl]-4-yl]-6-methyl-3,6-dihydro-2H-1,3,4-oxadiazin-2-one